ClC=1C=CC=C2C=CN(C(C12)=O)C1C(C1)CO 8-chloro-2-(2-(hydroxymethyl)cyclopropyl)isoquinolin-1(2H)-one